FC1=NN=C2N1C1=CC=CC=C1C(=N2)N2CCCC1=C(C=CC=C21)C#CC2(CC2)C(F)(F)F fluoro-5-(5-((1-(trifluoromethyl)cyclopropyl)ethynyl)-3,4-dihydroquinolin-1(2H)-yl)-[1,2,4]triazolo[4,3-a]quinazoline